8-amino-5,7-difluorobenzopyran-4-one NC1=C(C=C(C=2C(C=COC21)=O)F)F